1,4-Dioxane-HCl Cl.O1CCOCC1